difluoro (oxalate) borate B(O)(O)O.C(C(=O)OF)(=O)OF